mono-tetradecyl phosphate disodium [Na+].[Na+].P(=O)(OCCCCCCCCCCCCCC)([O-])[O-]